ClC1=C(C(=C2C(=N1)N(C=N2)[C@@H]2O[C@@H]([C@H]1OC(O[C@H]12)(C)C)CO)NC1CCCC1)C#N 5-chloro-7-(cyclopentylamino)-3-((3aR,4R,6R,6aR)-6-(hydroxymethyl)-2,2-dimethyltetrahydrofuro[3,4-d][1,3]dioxol-4-yl)-3H-imidazo[4,5-b]pyridine-6-carbonitrile